N-(3-methoxyphenyl)hydrazinecarbothioamide COC1=CC=CC(=C1)NC(=S)NN